C(#N)C1=C(C=CC(=C1)N(S(=O)(=O)CCC)CC1=CC=C(C=C1)OC)N1CCN(CC1)C(=O)OCC Ethyl 4-(2-cyano-4-(N-(4-methoxybenzyl)propanesulfonamido) phenyl)piperazin-1-formate